C=1OC=C2C1C=CC=C2 2-Benzofuran